N-(3-Cyanobenzyl)-2-((3-(2,6-dioxopiperidin-3-yl)-1-methyl-1H-indazol-6-yl)-oxy)acetamide C(#N)C=1C=C(CNC(COC2=CC=C3C(=NN(C3=C2)C)C2C(NC(CC2)=O)=O)=O)C=CC1